3-(5-(6-benzylpyridazin-3-yl)-1-oxoisoindolin-2-yl)piperidine-2,6-dione C(C1=CC=CC=C1)C1=CC=C(N=N1)C=1C=C2CN(C(C2=CC1)=O)C1C(NC(CC1)=O)=O